OC=1C=CC(=NC1)C1=NC=C(C=C1)O 5,5'-dihydroxyl-2,2'-bipyridine